6-(8-amino-7-chloro-2-naphthyl)-N-(1-methyl-4-piperidyl)pyridine-2-carboxamide NC=1C(=CC=C2C=CC(=CC12)C1=CC=CC(=N1)C(=O)NC1CCN(CC1)C)Cl